sodium monosilicate [Si]([O-])([O-])([O-])[O-].[Na+].[Na+].[Na+].[Na+]